1,4-Dimethyl-3-[3-methyl-5-(4-methylimidazol-1-yl)pyrazin-2-yl]sulfonyl-indole CN1C=C(C2=C(C=CC=C12)C)S(=O)(=O)C1=NC=C(N=C1C)N1C=NC(=C1)C